S(N)(OC[C@@H]1OC2(O[C@H]1C1=C(C=CC=C1)I)CCCCC2)(=O)=O ((2S,3S)-3-(2-iodophenyl)-1,4-dioxaspiro[4.5]decan-2-yl)methyl sulfamate